N-benzyl-2-(methoxymethyl)-6-({[2-(trifluoromethyl)phenyl]carbonyl}amino)-1H-benzoimidazole-4-carboxamide C(C1=CC=CC=C1)NC(=O)C1=CC(=CC=2NC(=NC21)COC)NC(=O)C2=C(C=CC=C2)C(F)(F)F